11-((7-(Aminooxy)-7-oxoheptyl)amino)-3-chloro-6-methyl-6,11-dihydrodibenzo[c,f][1,2]-thiazepine 5,5-dioxide NOC(CCCCCCNC1C2=C(N(S(C3=C1C=CC(=C3)Cl)(=O)=O)C)C=CC=C2)=O